1-((R)-3'-(2-(2-(2-methoxyphenyl)pyrrolidin-1-yl)-2-oxoethyl)-2',4'-dioxo-2,3-dihydrospiro[indene-1,5'-oxazolidine]-5-yl)-3-methylurea COC1=C(C=CC=C1)C1N(CCC1)C(CN1C(O[C@]2(C1=O)CCC1=CC(=CC=C12)NC(=O)NC)=O)=O